CC1(CN2C(CO1)=CC(=N2)N)C 6,6-dimethyl-6,7-dihydro-4H-pyrazolo[5,1-c][1,4]oxazin-2-amine